2-(4,6-bis(2,4-dimethylphenyl)-1,3,5-triazine-2-yl)-5-octyloxy-phenol CC1=C(C=CC(=C1)C)C1=NC(=NC(=N1)C1=C(C=C(C=C1)C)C)C1=C(C=C(C=C1)OCCCCCCCC)O